FC(OC1=CC=C(C(=O)N2CCN(CC2)C2=C(C=CC=C2)/C=C/C(=O)NO)C=C1)F (E)-3-(2-(4-(4-(difluoromethoxy)benzoyl)piperazin-1-yl)phenyl)-N-hydroxyacrylamide